O=C(CCCNC(OC(C)(C)C)=O)N1CCN(CC1)C1=NC=C(C=N1)C(F)(F)F tert-butyl (4-oxo-4-(4-(5-(trifluoromethyl)pyrimidin-2-yl)piperazin-1-yl)butyl)carbamate